(5-bromo-6-methyl-2-pyridyl)hydrazine BrC=1C=CC(=NC1C)NN